CC(CC(CC)O)C 5-methyl-3-hexanol